CN(C)[Zn] (dimethylamino)zinc